Allyl 3,4-di-O-benzyl-6-O-[bis(benzyloxy)phosphoryl]-2-deoxy-2-{[(2,2,2-trichloroethoxy) carbonyl]amino}-α-D-glucopyranoside C(C1=CC=CC=C1)O[C@@H]1[C@H]([C@@H](OCC=C)O[C@@H]([C@H]1OCC1=CC=CC=C1)COP(=O)(OCC1=CC=CC=C1)OCC1=CC=CC=C1)NC(=O)OCC(Cl)(Cl)Cl